C(C)(C)(C)OC(=O)N1CCC2(NCC=N2)CC1 1,4,8-triazaspiro[4.5]dec-1-ene-8-carboxylic acid tert-butyl ester